C(C)(C)(C)OC(=O)N(C(OC(C)(C)C)=O)C=1N=CC2=CC=C(C=C2C1)F tert-butyl (tert-butoxycarbonyl)(6-fluoroisoquinolin-3-yl)carbamate